ClC1=CNC2=NC(=CC(=C21)NC2CC2)NC2=CC=C(C1=C2OCCO1)C(=O)N1CCOCC1 (8-((3-chloro-4-(cyclopropylamino)-1H-pyrrolo[2,3-b]pyridin-6-yl)amino)-2,3-dihydrobenzo[b][1,4]dioxin-5-yl)(morpholino)methanone